bis[(trimethylsilyl)oxy]-trisiloxane C[Si](O[Si](O[SiH3])(O[SiH3])O[Si](C)(C)C)(C)C